C(C)(C)(C)OC(=O)N1CCC2(CC(C2)=CC2=C(C=NN2C2=C(C=CC=C2Cl)Cl)C2CC2)CC1 2-((4-cyclopropyl-1-(2,6-dichlorophenyl)-1H-pyrazol-5-yl)methylene)-7-azaspiro[3.5]Nonane-7-carboxylic acid tert-butyl ester